NC1=C(C=C(OC=2N=C(SC2C2=NC(=NC=C2)N[C@@H]2CN(C[C@H](C2)F)C(=O)OC(C)(C)C)C)C=C1F)F tert-butyl (3S,5S)-3-[[4-[4-(4-amino-3,5-difluoro-phenoxy)-2-methyl-thiazol-5-yl]pyrimidin-2-yl]amino]-5-fluoro-piperidine-1-carboxylate